CNC=1C(=NC(=CC1)OC1=CC=C(C=C1)C=1SC=CN1)C N,2-dimethyl-6-(4-(thiazol-2-yl)phenoxy)pyridin-3-amine